BrC=1C=C2C(CCC(N2C1)C(=O)NC=1SC(=CN1)C1=CC=C(C=C1)OC(F)(F)F)=O 2-bromo-8-oxo-N-[5-[4-(trifluoromethoxy)phenyl]thiazol-2-yl]-6,7-dihydro-5H-indolizine-5-carboxamide